N-(4,5-dihydroimidazo[1,2-a]quinolin-4-yl)-4-phenoxypyridineamide C1=CN=C2N1C1=CC=CC=C1CC2NC(=O)C2=NC=CC(=C2)OC2=CC=CC=C2